[K+].C(=C)OS(=O)(=O)[O-] vinylsulfate potassium